N1N(CC2=CC=CC=C12)CNC(=S)NC1=CC(=CC=C1)C 1-((1H-indazol-2-yl)methyl)-3-(3-methylphenyl)thiourea